4-(3-methyl-7-(1-methyl-1H-pyrazol-4-yl)-1-(2-(methylsulfonyl)-2-azaspiro[3.5]non-7-yl)-2-oxo-1,2,3,6-tetrahydroimidazo[4,5-d]pyrrolo[2,3-b]pyridin-8-yl)benzonitrile CN1C(N(C2=C3C(=NC=C21)NC(=C3C3=CC=C(C#N)C=C3)C=3C=NN(C3)C)C3CCC2(CN(C2)S(=O)(=O)C)CC3)=O